1-methyl-4-phenyl-1H-imidazole-2-carbaldehyde CN1C(=NC(=C1)C1=CC=CC=C1)C=O